N1=NC=NC=C1 1,2,4-triazine